CO[C@@H]1CN(CC1)C1=CC(=NC(=N1)C1=CC=CC=C1)C(=O)N[C@H](C(=O)O)CP(=O)(O)O (R)-2-{[6-((S)-3-methoxy-pyrrolidin-1-yl)-2-phenyl-pyrimidine-4-carbonyl]-amino}-3-phosphono-propionic acid